acryloyloxyethyl-tetradecyl-dimethyl-ammonium bromide [Br-].C(C=C)(=O)OCC[N+](C)(C)CCCCCCCCCCCCCC